N[C@@]1(COCC1)C1=CC=C(C=C1)C1(CC1)C(=O)OCC |r| (±)-Ethyl 1-[4-(3-aminotetrahydrofuran-3-yl)phenyl]cyclopropanecarboxylate